COC1=C(C(=CC=C1)C)C1=NNC(=C1)N 3-(2-methoxy-6-methyl-phenyl)-1H-pyrazol-5-amine